C(C)N1CCN(CC1)C1=C(C=C(C(=C1)OC)NC1=NC=NC(=C1)N1OCC[C@@H]1C1=CC(=C(C=C1)F)C(F)(F)F)NC(C=C)=O (R)-N-(2-(4-ethylpiperazin-1-yl)-5-((6-(3-(4-fluoro-3-(trifluoromethyl)phenyl)isooxazolidin-2-yl)pyrimidin-4-yl)amino)-4-methoxyphenyl)acrylamide